FCCCN1CC(C1)CC1=CC=C(C=C1)C1=C(CCCC=2C=3C=CNC3C=CC21)C=2C=C(C(=O)O)C=CC2 3-(6-(4-((1-(3-fluoropropyl)azetidin-3-yl)methyl)phenyl)-3,8,9,10-tetrahydrocyclohepta[e]indol-7-yl)benzoic acid